CN1N=C(C=C1NC(=O)[C@H]1CCC[C@H]2[C@@H]3CC[C@@H]4C[C@@](CC[C@@]4([C@H]3CC[C@]12C)CC)(O)COCC)C (1S,4aS,4bS,6aR,8R,10aS,10bS,12aS)-N-(1,3-dimethyl-1H-pyrazol-5-yl)-8-(ethoxymethyl)-10a-ethyl-8-hydroxy-12a-methyloctadecahydrochrysene-1-carboxamide